1-(4-{3-[4-(1-hydroxycyclobutyl)phenyl]imidazo[1,2-a]pyridin-6-yl}phenyl)cyclobutan-1-ol OC1(CCC1)C1=CC=C(C=C1)C1=CN=C2N1C=C(C=C2)C2=CC=C(C=C2)C2(CCC2)O